C(C)C(COC(=O)OC=1C2=CC=CC=C2C=C2C=CC=CC12)CCCC 9-(2-ethylhexyloxycarbonyloxy)anthracene